O1C=C(C=C1)C=1C(C(C=NC1C)C(=O)N)=O 5-(furan-3-yl)-6-methyl-4-oxopyridine-3-carboxamide